(S)-1,3-dihydro-spiro[indene-2,4'-piperidin]-1-amine N1CCC2(CC1)[C@@H](C1=CC=CC=C1C2)N